C12CN(CC(N1)C2)C=2C=1N(C=CC2)C(=CN1)N1C(NC(CC1)=O)=O 1-[8-(3,6-diazabicyclo[3.1.1]hept-3-yl)imidazo[1,2-a]pyridin-3-yl]hexahydropyrimidine-2,4-dione